2-[[6-(1,3-Benzothiazol-2-ylamino)-5-methyl-pyridazin-3-yl]-(3-phosphonopropyl)amino]-5-[3-[2-fluoro-4-[3-(methylamino)prop-1-ynyl]phenoxy]propyl]thiazole-4-carboxylic acid S1C(=NC2=C1C=CC=C2)NC2=C(C=C(N=N2)N(C=2SC(=C(N2)C(=O)O)CCCOC2=C(C=C(C=C2)C#CCNC)F)CCCP(=O)(O)O)C